4-nitrophenyl N-[(3-cyanophenyl)methyl]carbamate C(#N)C=1C=C(C=CC1)CNC(OC1=CC=C(C=C1)[N+](=O)[O-])=O